N-[1-({3,4-difluoro-2-[(2-fluoro-4-iodophenyl)amino]phenyl}carbonyl)azetidin-3-yl]-2-(4-methylpiperazin-1-yl)acetamide trifluoroacetate salt FC(C(=O)O)(F)F.FC=1C(=C(C=CC1F)C(=O)N1CC(C1)NC(CN1CCN(CC1)C)=O)NC1=C(C=C(C=C1)I)F